NC1=C(C=C(C(=C1C)C1=NN2C(N=C(C=C2C2CC2)C(=O)N2[C@@H](C3=CC=CC=C3CC2)C)=C1)F)N1C[C@H](CC1)C(=O)OC Methyl (3S)-1-(2-amino-4-{7-cyclopropyl-5-[(1R)-1-methyl-1,2,3,4-tetrahydroisoquinoline-2-carbonyl]pyrazolo[1,5-a]pyrimidin-2-yl}-5-fluoro-3-methylphenyl)-pyrrolidine-3-carboxylate